1-[2-(3,3-difluoroazetidin-1-yl)-2-oxo-ethyl]-6-[2-fluoro-3-(trifluoromethyl)phenyl]-3-methyl-imidazo[4,5-b]pyridin-2-one FC1(CN(C1)C(CN1C(N(C2=NC=C(C=C21)C2=C(C(=CC=C2)C(F)(F)F)F)C)=O)=O)F